C(C=C)(=O)OCCC1=C(C=CC=C1)P(O)(O)=O acryloyloxyethyl-phenyl-phosphonic acid